SCC1=C(C(=C(C(=C1C)CS)C)CS)C 1,3,5-trimercaptomethyl-2,4,6-trimethylbenzene